2-chloro-4-(4-isopropoxyanilino)pyridine-3-carbonitrile ClC1=NC=CC(=C1C#N)NC1=CC=C(C=C1)OC(C)C